BrC1=C(C=C(C=2OCOC21)Cl)N 4-bromo-7-chlorobenzo[d][1,3]dioxol-5-amine